5,12-bis((triisopropylsilyl)ethynyl)tetracene C(C)(C)[Si](C(C)C)(C(C)C)C#CC1=C2C=CC=CC2=C(C2=CC3=CC=CC=C3C=C12)C#C[Si](C(C)C)(C(C)C)C(C)C